COC(=O)C=1C=CC2=C(OCCC=C2B2OC(C(O2)(C)C)(C)C)C1.C(C=C)N(C(C)=O)CC1=CC=C(C=C1)C1=NOC(=N1)C(F)(F)F N-allyl-N-({4-[5-(trifluoromethyl)-1,2,4-oxadiazol-3-yl]phenyl}methyl)acetamide methyl-5-(4,4,5,5-tetramethyl-1,3,2-dioxaborolan-2-yl)-2,3-dihydrobenzo[b]oxepine-8-carboxylate